propan-1-one-3,3,3-d3 C(CC([2H])([2H])[2H])=O